2-aminoethyl-aminomethyl-trimethoxysilane NCCCO[Si](OC)(OC)CN